OCC1=NC=CC2=C1CCN2C(=O)OC(C)(C)C tert-butyl 4-(hydroxymethyl)-2,3-dihydro-1H-pyrrolo[3,2-c]pyridine-1-carboxylate